C(C=C)OC1=CC=C(C=C1)C1=NOC(=N1)N1CCC(CC1)C(=O)NCC1CN(CC1)CC1=CC=C(C=C1)C 1-(3-(4-(Allyloxy)phenyl)-1,2,4-oxadiazol-5-yl)-N-((1-(4-methylbenzyl)pyrrolidin-3-yl)methyl)piperidine-4-carboxamide